Cl.CC1CCN(CC1)C(=O)C1=CC(=CC=C1)OCC1CNCCC1 (4-methylpiperidin-1-yl)[3-(piperidin-3-ylmethoxy)phenyl]methanone hydrochloride